tert-Butyl 2-(2-((5-bromopyrimidin-2-yl)oxy)ethoxy)acetate BrC=1C=NC(=NC1)OCCOCC(=O)OC(C)(C)C